(cyclobutylmethyl)-5-(quinolin-8-yl)pyridin-2-amine C1(CCC1)CC=1C(=NC=C(C1)C=1C=CC=C2C=CC=NC12)N